3-Nitro-α-Hydroxyethylaminophenol [N+](=O)([O-])C=1C(=C(C=CC1)O)NC(C)O